(S)-5-(2-(4-fluorophenethyl)-3-nitro-5-oxo-7,8,9,9a-tetrahydro-5H-pyrido[2,3-a]pyrrolizin-4-yl)thiophene-2-carboxylic acid FC1=CC=C(CCC=2C(=C(C3=C([C@@H]4CCCN4C3=O)N2)C2=CC=C(S2)C(=O)O)[N+](=O)[O-])C=C1